ClC1=CC=C(C(=N1)C(=O)NS(=O)(=O)C)N[C@H](C)C=1C=C(C=C2C(N(C(=NC12)N1CCC(CC1)N1N=NC(=C1)C)C)=O)C (R)-6-chloro-3-((1-(3,6-dimethyl-2-(4-(4-methyl-1H-1,2,3-triazol-1-yl)piperidin-1-yl)-4-oxo-3,4-dihydroquinazolin-8-yl)ethyl)amino)-N-(methylsulfonyl)picolinamide